C(C)(C)(C)OC(=O)N1CCN(CC1)CCN.C(CCC)S(=O)(=O)C1=C(C=CC=C1)C(=O)N1CCN(CC1)C=1SC2=C(N1)C=CC(=C2)F (2-butylsulfonylphenyl)-[4-(6-fluoro-1,3-benzothiazol-2-yl)piperazin-1-yl]methanone tert-butyl-4-(2-aminoethyl)piperazine-1-carboxylate